O1C(=NC=C1)C1=C(C=CC=C1)C1CCN(CC1)[C@H]1CC2(CN(C2)C=2OC=NN2)CC1 (R)-2-(6-(4-(2-(oxazol-2-yl)phenyl)piperidin-1-yl)-2-azaspiro[3.4]oct-2-yl)-1,3,4-oxadiazole